(2E)-3-[1-(triphenylmethyl)-1H-imidazol-4-yl]prop-2-enoic acid ethyl ester C(C)OC(\C=C\C=1N=CN(C1)C(C1=CC=CC=C1)(C1=CC=CC=C1)C1=CC=CC=C1)=O